C(C1=CC=CC=C1)OC1=NC(=CC=C1C1=CC=NC=C1)OCC1=CC=CC=C1 2,6-bis(benzyloxy)-[3,4'-bipyridine]